C(=O)(O)[C@H](CC(=O)C1=CC2=C(S1)C=C(C(=C2F)CCCOC2=C(C=C1C(=N2)C=C(S1)C(C[C@@H](C(=O)O)C)=O)OC)OC)C (S)-4-(5-(3-(2-((S)-3-carboxybutanoyl)-4-fluoro-6-methoxybenzo[b]thiophen-5-yl)propoxy)-6-methoxythieno[3,2-b]pyridin-2-yl)-2-methyl-4-oxobutanoic acid